N-{[5-fluoro-6-(6-fluoro-5-methoxy-2-pyridyl)-2-indolyl]methyl}1-methylcyclopropanecarboxamide FC=1C=C2C=C(NC2=CC1C1=NC(=C(C=C1)OC)F)CNC(=O)C1(CC1)C